O=C(OCCOCCOCCOCCN(C)C)N(CC=1SC=CC1)CC=1SC=CC1 13-oxo-15-(2-thienyl)-14-(2-thienylmethyl)-3,6,9,12-tetraoxa-14-aza-pentadecyl-N,N-dimethyl-amine